(S)-2-amino-3-(2'-amino-[1,1'-biphenyl]-4-yl)propanoic acid N[C@H](C(=O)O)CC1=CC=C(C=C1)C1=C(C=CC=C1)N